ClC1=CC=C(C=C1)S(=O)(=O)NC1C(CCCC1)N1CCOCC1 4-chloro-N-(2-morpholin-4-ylcyclohexyl)benzenesulfonamide